(9H-Fluoren-9-yl)methyl(2-(3-(3,4-dimethoxyphenyl)-N-(2-(tritylamino)ethyl)propane-amido)ethyl)carbamate C1=CC=CC=2C3=CC=CC=C3C(C12)OC(N(CCN(C(CCC1=CC(=C(C=C1)OC)OC)=O)CCNC(C1=CC=CC=C1)(C1=CC=CC=C1)C1=CC=CC=C1)C)=O